(-)-(5-{[2-(5-chloropyridin-2-yl)imidazo[1,2-a]pyridin-3-yl]methyl}-2,5-diazabicyclo[2.2.2]oct-2-yl)(6-methoxypyridin-2-yl)methanone ClC=1C=CC(=NC1)C=1N=C2N(C=CC=C2)C1CN1C2CN(C(C1)CC2)C(=O)C2=NC(=CC=C2)OC